6-methoxy-2-((1s,4s)-4-(N-methylacetylamino)cyclohexyl)-2H-indazole-5-carboxamide COC=1C(=CC2=CN(N=C2C1)C1CCC(CC1)NC(CC)=O)C(=O)N